CC1(OB(OC1(C)C)C1=CC=C(C=C1)C1=NC=CC=C1)C 2-(4-(4,4,5,5-tetramethyl-1,3,2-dioxaborolan-2-yl)phenyl)pyridine